2,4,6-trimethylbenzoyl diphenyloxy phosphate P(=O)(OC(C1=C(C=C(C=C1C)C)C)=O)(OOC1=CC=CC=C1)OOC1=CC=CC=C1